CC1=CC(=NN1C=1C=C2C=CN(C2=CC1)CC1=CC=C(C=C1)C1=CC=C(C=C1)CN1CCOCC1)C(=O)N 5-methyl-1-(1-((4'-(morpholinomethyl)-[1,1'-biphenyl]-4-yl)methyl)-1H-indol-5-yl)-1H-pyrazole-3-carboxamide